N-(4-chlorophenyl)-1-methyl-8-(1H-pyrazol-4-yl)-5,6-dihydro-4H-benzo[6,7]cyclohepta[1,2-d]isoxazol-6-amine ClC1=CC=C(C=C1)NC1CCC2=C(C(=NO2)C)C2=C1C=C(C=C2)C=2C=NNC2